[Si](C)(C)(C(C)(C)C)O[C@@H]1[C@H](N(C(=CC1)C1=NC(=CN=C1)N(C)C1CCC1)C(=O)OC(C)(C)C)CC(C)C tert-butyl (2R,3S)-3-[tert-butyl(dimethyl)silyl]oxy-6-[6-[cyclobutyl(methyl)amino]pyrazin-2-yl]-2-isobutyl-3,4-dihydro-2H-pyridine-1-carboxylate